2,3,4a,5-tetrahydro-1H-pyrazino[1,2-a]quinoline-4,6-dione C1CNC(C2N1C1=CC=CC=C1C(C2)=O)=O